ClC=1C=CC(=NC1)C(C#N)=C1CCN(CC1)C(=O)N1CCC(CC1)CO 2-(5-chloropyridin-2-yl)-2-(1-(4-(hydroxymethyl)piperidine-1-carbonyl)piperidin-4-ylidene)acetonitrile